(2-(2,6-diethylphenyl)-3,3-dimethyl-2-azaspiro[4.5]dec-1-yl)(2-isopropoxy-5-nitrobenzylidene)ruthenium (II) dichloride C(C)C1=C(C(=CC=C1)CC)N1C(C2(CC1(C)C)CCCCC2)[Ru-3](=CC2=C(C=CC(=C2)[N+](=O)[O-])OC(C)C)(Cl)Cl